C(#N)C=1C=CC(=C(C(=O)OCC)C1)NC1=C(C=C(C=C1)F)C ethyl 5-cyano-2-((4-fluoro-2-methylphenyl)amino)-benzoate